3-(2,3-Dimethylphenyl)-N-methylcyclobutan-1-amine trifluoroacetate salt FC(C(=O)O)(F)F.CC1=C(C=CC=C1C)C1CC(C1)NC